(1R,3S)-3-(5-{[(benzyloxy)carbonyl]amino}-2H-pyrazol-3-yl)cyclopentyl (2R)-2-methylpyrrolidine-1-carboxylate C[C@H]1N(CCC1)C(=O)O[C@H]1C[C@H](CC1)C=1NN=C(C1)NC(=O)OCC1=CC=CC=C1